N,N-dimethyl-N'-(3-thioxo-3H-1,2,4-dithiazol-5-yl)formamidine CN(C=NC1=NC(SS1)=S)C